FC1=CC=C(C=C1)C1=CC(=CC=C1)C(C1=CN(C2=C(N=CC=C21)O)C)OC2=CC=C(C=C2)F 3-((4'-fluoro-[1,1'-biphenyl]-3-yl)(4-fluorophenoxy)methyl)-1-methyl-1H-pyrrolo[2,3-c]pyridin-7-ol